N-(2-chloro-2'-fluoro-[1,1'-biphenyl]-3-yl)-5,6,7,8-tetrahydro-1,6-naphthyridine-2-carboxamide ClC1=C(C=CC=C1NC(=O)C1=NC=2CCNCC2C=C1)C1=C(C=CC=C1)F